C(C1=CC=CC=C1)OC1=C(C2=C(CC(O2)C(=O)OCC)C=C1)C=O ethyl 6-(benzyloxy)-7-formyl-2,3-dihydro-1-benzofuran-2-carboxylate